COC1=C(CCN)C(=CC(=C1)SC(C)C)OC 2,6-dimethoxy-4-isopropylthio-phenethylamine